[1,2]dithiino[4,5-b]pyrazine N=1C=2C(N=CC1)=CSSC2